OCC=1C(=NC=CN1)N(S(=O)(=O)C)C N-(3-(hydroxymethyl)pyrazine-2-yl)-N-methylmethanesulfonamide